6-chlorohexyl-trimethyl-tin ClCCCCCC[Sn](C)(C)C